ethyl 2-(2-((5-(3-(aminomethyl)phenyl)-1-isopropyl-1H-indazol-3-yl)methoxy)phenyl)hexanoate NCC=1C=C(C=CC1)C=1C=C2C(=NN(C2=CC1)C(C)C)COC1=C(C=CC=C1)C(C(=O)OCC)CCCC